C1(=CC=CC=C1)C1(C(C=C1)(C1=CC=CC=C1)C1=CC=CC=C1)C1=CC=CC=C1.[Co] cobalt (tetraphenylcyclobutene)